(S)-2-[(R)-1-amino-1-(4-bromo-3-chloro-phenyl)-ethyl]-3-methyl-pent-an-1-ol N[C@@](C)(C1=CC(=C(C=C1)Br)Cl)[C@@H](CO)C(CC)C